FC=1C=C(C=CC1)C#CC=1C=CC(=NC1)N1[C@@H]2CC[C@@H]2N(C1=O)C |r| (+/-)-(1R,5S)-2-[5-(3-fluoro-phenylethynyl)-pyridin-2-yl]-4-methyl-2,4-diazabicyclo[3.2.0]heptan-3-one